aminobutylmethacrylamide NCCCCC=C(C(=O)N)C